4-{5-chloro-1-methylpyrrolo[2,3-c]pyridin-2-yl}-3-cyclopropoxy-pyridine ClC=1C=C2C(=CN1)N(C(=C2)C2=C(C=NC=C2)OC2CC2)C